(difluoromethyl)-5-fluoro-3,4-dihydroisoquinoline-2(1H)-carboxylic acid tert-butyl ester C(C)(C)(C)OC(=O)N1C(C2=CC=CC(=C2CC1)F)C(F)F